C1(=CC=CC=C1)NC1=NC(=NN1CC1=CC=C(C=C1)C=C)C1=CC=CC=C1 5-phenylamino-3-phenyl-1-(4-vinylbenzyl)-1H-1,2,4-triazole